C([O-])(O)=O.[K+].[Na+].C([O-])(O)=O sodium-potassium bicarbonate